8-bromo-9-methyl-3,4-dihydropyrido[2,3-b][1,4]oxazepine-2(1H)-one BrC1=C(C2=C(OCCC(N2)=O)N=C1)C